ethyl 2-((2-fluoro-6-meth-ylphenyl)-amino)-5-(trifluorometh-yl)benzoate FC1=C(C(=CC=C1)C)NC1=C(C(=O)OCC)C=C(C=C1)C(F)(F)F